CN1CCC(CC1)NC1=NN2C(C=N1)=C(C=C2)C=2C=C1N=CC=NC1=CC2 N-(1-methylpiperidin-4-yl)-5-(quinoxalin-6-yl)pyrrolo[2,1-f][1,2,4]triazin-2-amine